5-fluoroadamantane FC12CC3CC(CC(C1)C3)C2